C(CCCC)(=O)N1CC2(CCN(C2)C2=C(C#N)C=CC=C2)CCC1 2-(7-Pentanoyl-2,7-diazaspiro[4.5]decan-2-yl)benzonitrile